5-(4-chlorophenyl)spiro[2.5]oct-5-ene-6-carbaldehyde ClC1=CC=C(C=C1)C=1CC2(CC2)CCC1C=O